N[C@H]1CS(C2=C(N(C1=O)CC1=CC=C(C=C1)Cl)C=C(C(=C2)F)C=2OC(=NN2)C(=O)N2CC(CC2)(F)F)(=O)=O (3R)-3-amino-5-[(4-chlorophenyl)methyl]-7-[5-(3,3-difluoropyrrolidine-1-carbonyl)-1,3,4-oxadiazol-2-yl]-8-fluoro-1,1-dioxo-2,3-dihydro-1λ6,5-benzothiazepin-4-one